N-((R)-(2-((S)-amino(4,4-difluorocyclohexyl)methyl)imidazo[1,2-a]pyrimidin-7-yl)(cyclopropyl)methyl)-4,4,4-trifluorobutanamide N[C@H](C=1N=C2N(C=CC(=N2)[C@H](NC(CCC(F)(F)F)=O)C2CC2)C1)C1CCC(CC1)(F)F